dimethyl-cyclobutanone ethyl-1,3-benzothiazole-4-carboxylate C(C)OC(=O)C=1C=CC=C2C1N=CS2.CC2(CC(C2)=O)C